C(C)(C)NC1=NC(=NC=C1C=CC#N)NC1=CC=C(C=C1)N1CCN(CC1)C 3-{4-Isopropylamino-2-[4-(4-methylpiperazin-1-yl)phenylamino]pyrimidin-5-yl}acrylonitrile